FC(C(=O)NCC=1NC=2N(C(C1C=1C=C3C=CC=NC3=CC1)=O)N=C(C2C2=CC=CC=C2)C2=CC=CC=C2)(F)F 2,2,2-trifluoro-N-((7-oxo-2,3-diphenyl-6-(quinolin-6-yl)-4,7-dihydropyrazolo[1,5-a]pyrimidin-5-yl)methyl)acetamide